C(C)(=O)O[C@@H]1[C@H](OC([C@@H](C1(F)F)N=[N+]=[N-])OCC1=CC=CC=C1)CN=[N+]=[N-] (2R,3R,5s)-5-azido-2-(azidomethyl)-6-(benzyloxy)-4,4-difluorotetrahydro-2H-pyran-3-yl acetate